COC(NC1=C(C=CC(=C1)C)C#N)=O (2-Cyano-5-methylphenyl)carbamic acid methyl ester